CN(C1=NC=CC=C1CNC1=NC(=NC=C1C(F)(F)F)NC=1C=C(C(=O)NC2CCN(CC2)C)C=CC1)S(=O)(=O)C 3-({4-[({2-[methyl(methylsulfonyl)amino]pyridin-3-yl}methyl)amino]-5-(trifluoromethyl)pyrimidin-2-yl}amino)-N-(1-methylpiperidin-4-yl)benzamide